(4-methylphenyl)(2-hydroxy-5-methylphenyl)-methanone CC1=CC=C(C=C1)C(=O)C1=C(C=CC(=C1)C)O